CC1CCC(O1)=O 5-methyldihydro-2(3H)-furanone